NC1=NC=2C=NC(=CC2C2=C1COC2)C(=O)N2[C@@H](COC[C@@H]2C=2N=NC(=CC2)OCCC(F)(F)F)C (4-amino-1,3-dihydrofuro[3,4-c][1,7]naphthyridin-8-yl)((3R,5S)-3-methyl-5-(6-(3,3,3-trifluoropropoxy)-3-pyridazinyl)-4-morpholinyl)methanone